5-phenyl-2H-1,2,3-triazole-4-carbonitrile C1(=CC=CC=C1)C=1C(=NNN1)C#N